(2-BROMO-6-CHLORO-4-FORMYLPHENOXY)ACETIC ACID BrC1=C(OCC(=O)O)C(=CC(=C1)C=O)Cl